C(C)(C)N1CCN(CC1)C=1C=CC(=NC1)NC=1C=NC2=CC=C(C=C2C1)C=1N=CNC1C1=NC(=CC=C1)C N-[5-(4-isopropylpiperazin-1-yl)-2-pyridyl]-6-[5-(6-methyl-2-pyridyl)-1H-imidazol-4-yl]quinolin-3-amine